methyl 2-((1-acetylpiperidin-4-yl) amino)-4-benzylthiazole-5-carboxylate C(C)(=O)N1CCC(CC1)NC=1SC(=C(N1)CC1=CC=CC=C1)C(=O)OC